propylcyclopentadienyl-(1,4,7-trimethylindenyl)zirconium dichloride [Cl-].[Cl-].C(CC)[Zr+2](C=1C(C2=C(C=CC(=C2C1)C)C)C)C1C=CC=C1